N1C2C(C=C1)NC=C2 1,3a,4,6a-tetrahydropyrrolo[3,2-b]pyrrole